N[C@@H](C)C(=O)NCC(=O)O |r| D,L-alanyl-glycine